dimethyl (S)-2-tert-butyloxycarbonylamino-glutarate C(C)(C)(C)OC(=O)N[C@H](C(=O)OC)CCC(=O)OC